2-[3-(3,4-difluorophenyl)-1H-pyrazol-4-yl]-7-(4-isopropylpiperazin-1-yl)-1,5-naphthyridine FC=1C=C(C=CC1F)C1=NNC=C1C1=NC2=CC(=CN=C2C=C1)N1CCN(CC1)C(C)C